FC(C=1C=C2N(CCNC2)C1)(F)F 7-(trifluoromethyl)-1,2,3,4-tetrahydropyrrolo[1,2-a]pyrazine